C(#N)C=1C=C(C(=O)NC=2SC=C(N2)C)C=C(C1)C=1C=NC=CC1C 3-cyano-5-(4-methyl-pyridin-3-yl)-N-(4-methylthiazol-2-yl)benzamide